C(C)OC(=O)C1=NN2C=3SC=4CCCOCC4C3C(=N[C@H](C2=N1)C)C1=C(C=CC=C1F)F (7S)-9-(2,6-difluorophenyl)-7-methyl-13-oxa-18-thia-2,3,5,8-tetraazatetracyclo[8.8.0.02,6.011,17]octadeca-1(10),3,5,8,11(17)-penta-ene-4-carboxylic acid ethyl ester